2-chloro-6-chloromethyl-4-morpholinylthieno[3,2-d]pyrimidine ClC=1N=C(C2=C(N1)C=C(S2)CCl)N2CCOCC2